4-(1-methyl-1H-imidazol-2-yl)-4-oxobut-2-yn-1-yl 2-hydroxypropanoate OC(C(=O)OCC#CC(=O)C=1N(C=CN1)C)C